4-[4-(3-ethoxy-5-formylphenyl)phenyl]-1-hydroxy-N,N-dimethylnaphthalene-2-carboxamide C(C)OC=1C=C(C=C(C1)C=O)C1=CC=C(C=C1)C1=CC(=C(C2=CC=CC=C12)O)C(=O)N(C)C